N-(trifluoromethylsulfonyloxy)succinimide FC(S(=O)(=O)ON1C(CCC1=O)=O)(F)F